5-bromo-6-((cyclopropylmethyl)(methyl)amino)-N-methylpyridine BrC=1C=CCN(C1N(C)CC1CC1)C